pyridin-5-yl-morpholine N1=CC=CC(=C1)N1CCOCC1